Methyl 4-(cyano-13C)-3,5-dimethoxybenzoate [13C](#N)C1=C(C=C(C(=O)OC)C=C1OC)OC